tert-Butyl (4-((3-((tert-butoxycarbonyl)amino)-2-hydroxypropyl)carbamoyl)phenyl)((2S,4R)-2-methyl-1-propionyl-1,2,3,4-tetrahydroquinolin-4-yl)carbamate C(C)(C)(C)OC(=O)NCC(CNC(=O)C1=CC=C(C=C1)N(C(OC(C)(C)C)=O)[C@@H]1C[C@@H](N(C2=CC=CC=C12)C(CC)=O)C)O